CSSSC dimethylTrisulfide